(2-amino-3-(3-((6-(4-fluorophenethoxy)pyridin-3-yl)methyl)isoxazol-5-yl)pyridin-1-ium-1-yl)methyl hydrogen phosphate P(=O)(OC[N+]1=C(C(=CC=C1)C1=CC(=NO1)CC=1C=NC(=CC1)OCCC1=CC=C(C=C1)F)N)(O)[O-]